C12(CC3CC(CC(C1)C3)C2)C(=O)Br adamantanecarbonyl bromide